COC(=O)C1CN(CC1)C1=NN(C2=C1C=NC(=C2)Cl)[C@@H](C)CCO[Si](C)(C)C(C)(C)C 1-{1-[(2S)-4-[(tert-Butyldimethylsilyl)oxy]butan-2-yl]-6-chloropyrazolo[4,3-C]pyridin-3-yl}pyrrolidine-3-carboxylic acid methyl ester